zirconium aluminum nickel [Ni].[Al].[Zr]